3,3'-oxybis(2-dodecylbenzenesulfonic acid) O(C=1C(=C(C=CC1)S(=O)(=O)O)CCCCCCCCCCCC)C=1C(=C(C=CC1)S(=O)(=O)O)CCCCCCCCCCCC